4-[3-[benzyl-[2-(dimethylamino)ethyl]amino]-2-nitro-anilino]-N-(3-methoxy-4-methyl-phenyl)cyclohexanecarboxamide C(C1=CC=CC=C1)N(C=1C(=C(NC2CCC(CC2)C(=O)NC2=CC(=C(C=C2)C)OC)C=CC1)[N+](=O)[O-])CCN(C)C